C=C=CC 2-buteneene